CN(C1=CC(=C(C=C1)OC)NC([C@@H](NC(=O)OC(C)(C)C)CO)=O)C1=CC(OC2=CC=CC=C12)=O 4-(N-methyl-N-(3-(N-Boc-L-serylamino)-4-methoxyphenyl)-amino)coumarin